p-t-butyl-benzoic acid C(C)(C)(C)C1=CC=C(C(=O)O)C=C1